CN1C(NC2=C1C(=NC=C2)N2CCNCC2)=O 3-methyl-4-piperazin-1-yl-1H-imidazo[4,5-c]pyridin-2-one